6-((2,6-dimethylpyrimidin-4-yl)amino)-1-(2-fluorophenyl)-1,2-dihydro-3H-pyrazolo[4,3-c]pyridin-3-one CC1=NC(=CC(=N1)NC1=CC2=C(C=N1)C(NN2C2=C(C=CC=C2)F)=O)C